N1C(=NC2=C1C=CC=C2)CC(C)=O 1-(1H-Benzo[d]imidazol-2-yl)propan-2-on